FC1=C(C(=O)N([C@H]2CNCCC2)C2=NC=CC3=C2C=C(S3)C3=CC=C(C=C3)NC(=S)NC)C=CC(=C1)C=1N=NN(C1)C (R)-2-fluoro-4-(1-methyl-1H-1,2,3-triazol-4-yl)-N-(2-(4-(3-methylthioureido)phenyl)thieno[3,2-c]pyridin-4-yl)-N-(piperidin-3-yl)benzamide